tetraformyl-4,4'-dihydroxybenzophenone C(=O)C1=C(C(=C(C(=C1C(=O)C1=CC=C(C=C1)O)C=O)C=O)O)C=O